OC1=CC=C(C=C1)C1=NNC(=C1)C(=O)NCC(=O)O 2-(3-(4-hydroxyphenyl)-1H-pyrazole-5-carboxamido)acetic acid